CN1N=C(C=2C1=CN=C(C2)NC(=O)C2CC2)C2=CC(=CC=C2)C=2C=NN(C2)[C@@H]2COCCC2 (S)-N-(1-methyl-3-(3-(1-(tetrahydro-2H-pyran-3-yl)-1H-pyrazol-4-yl)phenyl)-1H-pyrazolo[3,4-c]pyridin-5-yl)cyclopropanecarboxamide